[Cl-].[Cl-].C[SiH](C)C[Ti](C)(C1(C(=C(C(=C1)C)C)C)C)NC(C)(C)C dimethylsilyl-(N-t-butylamino)(tetramethylcyclopentadienyl)dimethyl-titanium dichloride